bis(bromoisopropyl) phosphate P(=O)(OC(C)(C)Br)(OC(C)(C)Br)[O-]